FC=1C=C(C=CC1C1=NOC(=N1)C(F)(F)F)CN1C(CCC1)=O 1-[[3-fluoro-4-[5-(trifluoromethyl)-1,2,4-oxadiazol-3-yl]phenyl]methyl]pyrrolidin-2-one